C1(CCCCC1)[C@@H](C(=O)N1CCN(CC1)C(=O)C=1N(C2=CC(=CC=C2C1C(=O)NCCOCCOCC(=O)O)OC)C)NC([C@H](C)NC)=O 2-(2-(2-(2-(4-((S)-2-cyclohexyl-2-((S)-2-(methylamino)propanamido)acetyl)piperazine-1-carbonyl)-6-methoxy-1-methyl-1H-indole-3-carboxamido)ethoxy)ethoxy)-acetic acid